methyl 4-(((S)-1-(2-((S)-1-(2,2-difluorobenzo[d][1,3]dioxol-5-yl)ethoxy)pyridine-4-yl)-3-(trifluoromethyl)-4,5,6,7-tetrahydro-1H-indazol-7-yl)oxy)benzoate FC1(OC2=C(O1)C=CC(=C2)[C@H](C)OC2=NC=CC(=C2)N2N=C(C=1CCC[C@@H](C21)OC2=CC=C(C(=O)OC)C=C2)C(F)(F)F)F